FC(C=1C=C(C=CC1)B(O)O)F 3-(difluoromethyl)phenylboronic acid